CC=1C(SC(C(N1)=O)C)=O 3,6-dimethyl-1,4-thiazine-2,5-dione